FC=1C=C2C(NC(=NC2=C(C1)C(C)=N[S@](=O)C(C)(C)C)N1CCOCC1)=O (R)-N-[1-(6-fluoro-2-morpholino-4-oxo-3H-quinazolin-8-yl)ethylidene]-2-methyl-propane-2-sulfinamide